tert-butyl 4-(2-(4-(9-benzyl-6-(1-methylcyclopropoxy)-9H-purin-8-yl)-3-chlorophenoxy)ethyl)piperazine-1-carboxylate C(C1=CC=CC=C1)N1C2=NC=NC(=C2N=C1C1=C(C=C(OCCN2CCN(CC2)C(=O)OC(C)(C)C)C=C1)Cl)OC1(CC1)C